FC(C1=C(OC2=CC=C(C=O)C=C2)C=CC(=C1)C(F)(F)F)(F)F 4-[2,4-Bis(trifluoromethyl)phenoxy]benzaldehyde